BrC=1C=C(COC2=CC=NC=C2)C=CC1 4-((3-bromobenzyl)oxy)pyridine